N1(CCCC1)C1=CC=C(C=C1)B(O)O (4-PYRROLIDIN-1-YLPHENYL)BORONIC ACID